C[C@H]1[C@@H]([C@H]([C@H]([C@@H](O1)O[C@@H]2[C@H]([C@H](O[C@@H]([C@H]2O)CO)OP(=O)(O)OP(=O)(O)OC/C=C(/C)\\CC/C=C(/C)\\CC/C=C(/C)\\CC/C=C(/C)\\CC/C=C(/C)\\CC/C=C(/C)\\CC/C=C(/C)\\CC/C=C(/C)\\CC/C=C(\\C)/CCC=C(C)C)NC(=O)C)O)O)O[C@H]3[C@@H]([C@H]([C@@H](O3)[C@@H](CO)O[C@H]4[C@@H]([C@H]([C@@H](O4)[C@@H](CO)O)O)O)O)O The molecule is a polyprenyl glycosyl phosphate consisting of beta-D-galactofuranosyl-(1->5)-beta-D-galactofuranosyl-(1->4)-alpha-L-rhamnosyl-(1->3)-N-acetyl-alpha-D-glucosamine attached at the 1-position to trans,octacis-decaprenyl phosphate. It is a conjugate acid of a beta-D-Galf-(1->5)-beta-D-Galf-(1->4)-alpha-L-Rhap-(1->3)-alpha-D-GlcpNAc-1-diphospho-trans,octacis-decaprenol(2-).